FC1=C(C=CC(=C1)C(NC)=O)C=1N=C2SC3=C(N2C1)C=CC(=C3)C(=O)NCCCN3CCCC3 2-(2-fluoro-4-(methylcarbamoyl)phenyl)-N-(3-(pyrrolidin-1-yl)propyl)benzo[d]imidazo[2,1-b]thiazole-7-carboxamide